tridodecyl phosphate P(=O)(OCCCCCCCCCCCC)(OCCCCCCCCCCCC)OCCCCCCCCCCCC